5-((1-((7-ethyl-6-oxo-5,6-dihydro-1,5-naphthyridin-3-yl)methyl)pyrrolidin-3-yl)amino)-N-methylpicolinamide C(C)C=1C(NC=2C=C(C=NC2C1)CN1CC(CC1)NC=1C=CC(=NC1)C(=O)NC)=O